FC=1C=C(C=CC1)C1=CNC2=NC=C(C=C21)C=2C(=NN(C2)C2CCN(CC2)CCOC)OC 3-(3-fluorophenyl)-5-(3-methoxy-1-(1-(2-methoxyethyl)piperidin-4-yl)-1H-pyrazol-4-yl)-1H-pyrrolo[2,3-b]pyridine